The molecule is an organic heterohexacyclic compound that is soladulcidine carrying an acetoxy substituent at position 23 It has a role as a mouse metabolite and a rat metabolite. It is an azaspiro compound, an oxaspiro compound, a 3beta-hydroxy steroid, an acetate ester and an organic heterohexacyclic compound. C[C@@H]1CC([C@@]2([C@H]([C@H]3[C@@H](O2)C[C@@H]4[C@]3(CC[C@H]5[C@H]4CC[C@@H]6[C@@]5(CC[C@@H](C6)O)C)C)C)NC1)OC(=O)C